CN(C(OCC1=C(N=NN1C)C1=NC(=C(C=C1)C=O)C)=O)CCC (4-(5-formyl-6-methylpyridin-2-yl)-1-methyl-1H-1,2,3-triazol-5-yl)methyl methyl(propyl)carbamate